[Cl-].C[NH+](C)CCCCCCCCCCCC N,N-dimethyldodecylammonium chloride